CC1(N(CCC1)CCNC(=O)C=1C=CC(=NC1)C)C 5-((2-(2,2-dimethylpyrrolidin-1-yl)ethyl)carbamoyl)-2-methylpyridin